potassium tertiarybutoxide potassium tertiarybutoxide CC(C)(C)[O-].[K+].CC(C)(C)[O-].[K+]